(1R)-N-(2-{bis[(4-methoxyphenyl)methyl]amino}-3-(4-methyl-6-propanoylpyridin-3-yl)-1,6-naphthyridin-7-yl)-2,2-difluorocyclopropane-1-carboxamide COC1=CC=C(C=C1)CN(C1=NC2=CC(=NC=C2C=C1C=1C=NC(=CC1C)C(CC)=O)NC(=O)[C@@H]1C(C1)(F)F)CC1=CC=C(C=C1)OC